sodium lauroyl-sodium methyl-taurate CNCCS(=O)(=O)[O-].C(CCCCCCCCCCC)(=O)[Na].[Na+]